O=C1NC(CCC1N1C(C2=CC=C(C=C2C1)C1CN(C1)C(=O)OC(C)(C)C)=O)=O tert-butyl 3-(2-(2,6-dioxopiperidin-3-yl)-1-oxoisoindolin-5-yl)azetidine-1-carboxylate